N-methyl-N-(4-hydroxyphenyl)thiourea CN(C(=S)N)C1=CC=C(C=C1)O